CC=1N=C(SC1C)CNC1=CC=CC=2N(C(=NC21)N)C N4-((4,5-dimethylthiazol-2-yl)methyl)-1-methyl-1H-benzo[d]imidazole-2,4-diamine